C(C1=CC=CC=C1)OC1=C2C(=CNC2=CC(=C1)C)CCN(C)C [2-[4-(benzyloxy)-6-methyl-indol-3-yl]ethyl]dimethylamine